3-(ACETOXYMETHYL)PHENYLBORONIC ACID C(C)(=O)OCC=1C=C(C=CC1)B(O)O